N-[4-(2,3-dihydro-1,4-benzodioxin-2-yl)benzyl]-N-ethylethanamine O1C(COC2=C1C=CC=C2)C2=CC=C(CN(CC)CC)C=C2